ClC1=C(C=CC(=C1)C)C=1C=C(C2=CN(N=C2C1)CC1=C(C=CC=C1)Cl)C(=O)O 6-(2-chloro-4-methylphenyl)-2-[(2-chlorophenyl)methyl]indazole-4-carboxylic acid